FC1=C(C(=CC=C1)F)C1=C(C=CC=C1)[C@@H]1[C@H](C1)C(=O)N1C[C@H]([C@H](CC1)F)NS(=O)(=O)C N-{(3R,4S)-1-[(1S,2S)-2-(2',6'-difluoro[1,1'-biphenyl]-2-yl)cyclopropane-1-carbonyl]-4-fluoropiperidin-3-yl}methanesulfonamide